N1N=CC(=C1)C1=CC=C(C=C1)NC=1C2=C(N=C(N1)C1=CC=C3C=C(NC3=C1)C(=O)NC)C=CS2 6-(4-((4-(1H-pyrazol-4-yl)phenyl)amino)thieno[3,2-d]pyrimidin-2-yl)-N-methyl-1H-indole-2-carboxamide